FC1(CCC(CC1)OC(=O)N[C@@H](CC(C)C)C(=O)O)F (((4,4-Difluorocyclohexyl)oxy)carbonyl)-L-leucine